methoxymethyl-1,3-propanediol COCC(CCO)O